myristic acid Isopropyl-acetate C(C)(C)OC(C)=O.C(CCCCCCCCCCCCC)(=O)O